methyl 2-((6-(4-((6-isopropoxypyrazin-2-yl)amino)-3-methylisoxazol-5-yl)-2-methyl pyridin-3-yl)carbamoyl)cyclopropane-1-carboxylate C(C)(C)OC1=CN=CC(=N1)NC=1C(=NOC1C1=CC=C(C(=N1)C)NC(=O)C1C(C1)C(=O)OC)C